ClC1=CC=C(OC=2C=C3CC4(C(C3=CC2)=O)CC4)C=C1 5'-(4-chlorophenoxy)spiro[cyclopropane-1,2'-inden]-1'(3'H)-one